(2R,5R)-3-(4-aminophenethyl)-2-(1-(4-bromophenyl)-3-(furan-3-yl)-1H-pyrazol-4-yl)-5-methyloxazolidin-4-one NC1=CC=C(CCN2[C@H](O[C@@H](C2=O)C)C=2C(=NN(C2)C2=CC=C(C=C2)Br)C2=COC=C2)C=C1